BrC1(C(=O)OC(C2(CC=C(C(=C2Br)Br)Br)Br)=O)CC=C(C(=C1Br)Br)Br 1,4,5,6-tetrabromobenzoic anhydride